2-[1-[[5-oxo-1-[5-(trifluoromethyl)-3-pyridyl]pyrrolidin-3-yl]methyl]pyrazol-4-yl]-5-propyl-3H-imidazo[2,1-b]purin-4-one O=C1CC(CN1C=1C=NC=C(C1)C(F)(F)F)CN1N=CC(=C1)C1=NC=2N3C(N(C(C2N1)=O)CCC)=NC=C3